2-[2-(phenylsulfonyloxy)ethyl]thiophene C1(=CC=CC=C1)S(=O)(=O)OCCC=1SC=CC1